tert-butyl ((1R,2S,4s,7S)-1-hydroxy-2-((R)-5H-imidazo[5,1-a]isoindol-5-yl)spiro[3.5]nonan-7-yl)carbamate O[C@@H]1[C@@H](CC12CCC(CC2)NC(OC(C)(C)C)=O)[C@H]2N1C(C3=CC=CC=C23)=CN=C1